C(C)N(CCOC(C)O)CC 1-[2-(diethylamino)ethoxy]ethanol